O=C1NC(CC[C@@H]1C1=CC(=C(OC2CCC(CC2)C(=O)O)C=C1)C)=O |r| (1r,4r)-4-{4-[(3RS)-2,6-dioxopiperidin-3-yl]-2-methylphenoxy}cyclohexane-1-carboxylic acid